tert-butyl (6'-acetamido-5-(2-hydroxypropan-2-yl)-[2,3-bipyridin]-4'-yl)carbamate C(C)(=O)NC1=CC(=C(C=N1)C1=NC=C(C=C1)C(C)(C)O)NC(OC(C)(C)C)=O